diethyl o-tolylphosphonate C1(=C(C=CC=C1)P(OCC)(OCC)=O)C